ClC1=CC2=C(C=N1)C(=NN2CC(F)(F)F)C(F)(F)F 6-chloro-1-(2,2,2-trifluoroethyl)-3-(trifluoromethyl)-1H-pyrazolo[4,3-c]pyridine